2-(7-(1,4-dioxaspiro[4.5]dec-8-yl)-5H-pyrrolo[3,2-d]pyrimidin-5-yl)-5-fluoro-N-isopropyl-N-methylbenzamide O1CCOC12CCC(CC2)C2=CN(C1=C2N=CN=C1)C1=C(C(=O)N(C)C(C)C)C=C(C=C1)F